OC1=CC=C(C=C2C(C3(CCC2C3(C)C)C)=O)C=C1 3-(4-hydroxybenzylidene)camphor